2-(1-methyl-3-piperidyl)acetic acid CN1CC(CCC1)CC(=O)O